NC1=NC=CC(=C1)OC(C(=O)NC)C 2-((2-aminopyridin-4-yl)oxy)-N-methylpropanamide